FC=1C=C2[C@H]3CCCN3C=3C=CN4N=CC(C(OCCOC2=NC1)=O)=C4N3 (6R)-9-fluoro-13,16-dioxa-2,11,20,21,24-pentaazapentacyclo[16.5.2.02,6.07,12.021,25]-pentacosa-1(24),7,9,11,18(25),19,22-heptaen-17-one